N,N-bis(3,5-di-tert-butyl-4-hydroxyphenylpropionyl)hydrazine C(C)(C)(C)C=1C=C(C=C(C1O)C(C)(C)C)CCC(=O)N(N)C(CCC1=CC(=C(C(=C1)C(C)(C)C)O)C(C)(C)C)=O